2-(benzhydryl(methyl)amino)-N-(2-fluorophenyl)-5-hydroxy-1-methyl-6-oxo-1,6-dihydropyrimidine-4-carboxamide C(C1=CC=CC=C1)(C1=CC=CC=C1)N(C=1N(C(C(=C(N1)C(=O)NC1=C(C=CC=C1)F)O)=O)C)C